N.[Cr] chromium ammonia